tert-butyl (6-(((S)-1-((2S,4R)-4-hydroxy-2-(((S)-1-(4-(4-methylthiazol-5-yl)phenyl)ethyl)carbamoyl)pyrrolidin-1-yl)-3,3-dimethyl-1-oxobutan-2-yl)amino)-6-oxohexyl)carbamate O[C@@H]1C[C@H](N(C1)C([C@H](C(C)(C)C)NC(CCCCCNC(OC(C)(C)C)=O)=O)=O)C(N[C@@H](C)C1=CC=C(C=C1)C1=C(N=CS1)C)=O